tert-butyl-2-(3-methyl-1H-pyrazol-4-yl)-1,7-naphthyridin-4-amine C(C)(C)(C)C=1C(=NC2=CN=CC=C2C1N)C=1C(=NNC1)C